(R)-N-(5-chloro-6-(5-fluoro-2-methylphenyl)pyridin-2-yl)-2-(3-methylmorpholinyl)pyridine-4-sulfonamide ClC=1C=CC(=NC1C1=C(C=CC(=C1)F)C)NS(=O)(=O)C1=CC(=NC=C1)N1[C@@H](COCC1)C